C(C1=CC=CC=C1)N1CCC(CC1)C=1C=C2C=C(C=NC2=CC1)N1C(NC(C=C1)=O)=O (6-(1-benzylpiperidin-4-yl)quinolin-3-yl)pyrimidine-2,4(1H,3H)-dione